[Si]([O-])([O-])([O-])[O-].[Zn+2].C(#N)C=1C=C2C(=CC=NC2=CC1)NC1=C(C=C(C(=O)NC2=CC=C(C=C2)NC2=CC=NC=C2)C=C1)F.[Zn+2] 4-(6-Cyanoquinolin-4-ylamino)-3-fluoro-N-(4-(pyridin-4-ylamino)phenyl)benzamide zinc Silicate